C(C1=CC=CC=C1)NC(OCN1C(CCC2=CC=C(C=C12)CCN1CCN(CC1)C1=CC(=CC=2SC=CC21)F)=O)=O (7-(2-(4-(6-fluorobenzo[b]thiophen-4-yl)piperazin-1-yl)ethyl)-2-oxo-3,4-dihydroquinolin-1(2H)-yl)methyl benzylcarbamate